cobalt(III) hexafluorophosphate F[P-](F)(F)(F)(F)F.[Co+3].F[P-](F)(F)(F)(F)F.F[P-](F)(F)(F)(F)F